kaurenal C[C@]1(CCC[C@@]2([C@@H]1CC[C@]34[C@H]2CC[C@H](C3)C(=C)C4)C)C=O